OC(CNC1=NN=C(N1)NCCO)CC(CCC[Si](OC)(OC)OC)=O 3-[2-hydroxy-4-oxo-7-(trimethoxysilyl)heptylamino]-5-(2-hydroxyethylamino)-4H-1,2,4-triazole